N-methoxy-N-methyl-5-nitropicolinamide CON(C(C1=NC=C(C=C1)[N+](=O)[O-])=O)C